[Na+].S(=O)(=O)([O-])C=1C=C(C(=O)[O-])C=CC1.[Na+] M-sulfobenzoic acid sodium salt